(E)-2-(2,6-dioxopiperidin-3-yl)-6-(4-(4-(4-(1-(hydroxyimino)-2,3-dihydro-1H-inden-5-yl)-3-(pyridin-4-yl)-1H-pyrazol-1-yl)phenyl)piperazin-1-yl)-4-phenylisoindoline-1,3-dione O=C1NC(CCC1N1C(C2=CC(=CC(=C2C1=O)C1=CC=CC=C1)N1CCN(CC1)C1=CC=C(C=C1)N1N=C(C(=C1)C=1C=C2CC\C(\C2=CC1)=N/O)C1=CC=NC=C1)=O)=O